2-azabicyclo[2.2.1]Heptane-2-carboxylic acid tert-butyl ester C(C)(C)(C)OC(=O)N1C2CCC(C1)C2